6-methylpyridin-2(1H)-one hydrochloride Cl.CC1=CC=CC(N1)=O